NC1=NC=NC2=CC=C(C=C12)CC(=O)N1[C@@H](C[C@H](C1)F)C(=O)NCC1=C(C(=CC=C1)Cl)F (2S,4R)-1-(2-(4-aminoquinazolin-6-yl)acetyl)-N-(3-chloro-2-fluorobenzyl)-4-fluoropyrrolidine-2-carboxamide